3'-{(2Z)-2-[1-(3,4-dimethylphenyl)-3-methyl-5-oxo-1,5-dihydro-4H-pyrazol-4-ylidene]-hydrazino}-2'-hydroxy-3-biphenylcarboxylic acid CC=1C=C(C=CC1C)N1N=C(/C(/C1=O)=N/NC=1C(=C(C=CC1)C1=CC(=CC=C1)C(=O)O)O)C